1-bromo-4-methyl-2-nitrobenzene BrC1=C(C=C(C=C1)C)[N+](=O)[O-]